sodium tetrahydroxyphenylpropionate OC(C(C(=O)[O-])(C1=CC=CC=C1)O)(O)O.[Na+]